2-(4-(5-chloro-2-(4-chloro-1H-1,2,3-triazol-1-yl)phenyl)-6-oxopyrimidin-1(6H)-yl)-2-fluoro-N-(4-(methylsulfonyl)phenyl)acetamide ClC=1C=CC(=C(C1)C=1N=CN(C(C1)=O)C(C(=O)NC1=CC=C(C=C1)S(=O)(=O)C)F)N1N=NC(=C1)Cl